4-(1-(1-acryloylpyrrolidin-3-yl)-5-aminoimidazo[1,5-c]pyrimidin-3-yl)-N-(4-cyanopyridin-2-yl)-2-(trifluoromethyl)benzamide C(C=C)(=O)N1CC(CC1)C=1N=C(N2C(=NC=CC21)N)C2=CC(=C(C(=O)NC1=NC=CC(=C1)C#N)C=C2)C(F)(F)F